CC=1C=C(C=CC1)C(CC)=O M-methyl-propiophenone